FC1CCC2(CCNCC2)CC1 9-fluoro-3-azaspiro[5.5]undecan